ClC1=CC=C2C(=NNC(C2=C1)=O)[C@@H](C)NCCCO |r| racemic-7-chloro-4-(1-((3-hydroxypropyl)amino)ethyl)phthalazin-1(2H)-one